Cl.Cl.Cl.NC1=C(C=C(N=N1)C1=C(C=CC=C1)O)N1CC2CCC(C1)N2C2=CC(=NC=C2)OC2CC(C2)OC2CCNCC2 2-[6-amino-5-[8-[2-[3-(4-piperidyloxy)cyclobutoxy]-4-pyridyl]-3,8-diazabicyclo[3.2.1]octan-3-yl]pyridazin-3-yl]phenol trihydrochloride